F[C@]1(CN(CC[C@H]1OC)C1=NC=CC(=N1)N)C 2-((3S,4R)-3-fluoro-4-methoxy-3-methylpiperidin-1-yl)pyrimidin-4-amine